Cl.Cl.CN1N=C2C(CNCC2)=C1 2-methyl-4,5,6,7-tetrahydro-2H-pyrazolo[4,3-c]pyridine dihydrochloride